4-{4-[(dimethylamino)methyl]-4-hydroxypiperidin-1-yl}-N1-[(3R)-pyrrolidin-3-yl]-3-(1H-tetrazol-5-yl)benzene-1,2-disulfonamide CN(C)CC1(CCN(CC1)C=1C(=C(C(=CC1)S(=O)(=O)N[C@H]1CNCC1)S(=O)(=O)N)C1=NN=NN1)O